1-[5-(5-chloro-2-methoxypyridin-4-yl)-1H-pyrazole-3-carbonyl]-N-({[1,2,4]triazolo[1,5-a]pyridin-6-yl}methyl)piperidine-4-carboxamide ClC=1C(=CC(=NC1)OC)C1=CC(=NN1)C(=O)N1CCC(CC1)C(=O)NCC=1C=CC=2N(C1)N=CN2